NC1=C(C=CC(=C1F)NCC1=CC=C(C=C1)C(F)(F)F)NC(CCCCC(C(C)F)F)=O N-(2-Amino-3-fluoro-4-((4-(trifluoromethyl)benzyl)amino)phenyl)-6,7-difluorooctanamid